4-(5-methyl-2-(1-methyl-1H-pyrazol-4-yl)-4-Nitrophenyl)piperazine-1-carboxylic acid tert-butyl ester C(C)(C)(C)OC(=O)N1CCN(CC1)C1=C(C=C(C(=C1)C)[N+](=O)[O-])C=1C=NN(C1)C